CN(CCOC(C(=C)C)=O)C N,N-dimethyl-2-[(2-methyl-1-oxo-2-propenyl)oxy]ethanamine